C(#CC)C1=NC=NC=C1 4-(prop-1-yn-1-yl)pyrimidine